C[C@H]([C@@H](C(=O)[O-])NC(=O)CCCCCCS)OP(=O)([O-])[O-] The molecule is trianion of coenzyme B. It is an organophosphate oxoanion and a monocarboxylic acid anion. It is a conjugate base of a coenzyme B.